FC(C(F)F)(I)F 1,1,2,2-Tetrafluoro-1-iodoethane